(S)-4-((2-hydroxy-2-methylpropyl)(4-(5,6,7,8-tetrahydro-1,8-naphthyridin-2-yl)butyl)amino)-2-(pyrido[3,2-d]pyrimidin-4-ylamino)butanoic acid OC(CN(CC[C@@H](C(=O)O)NC=1C2=C(N=CN1)C=CC=N2)CCCCC2=NC=1NCCCC1C=C2)(C)C